FC(C(CC)NNC(C1=CC=CC=C1)=O)(F)F N'-[1-(trifluoromethyl)propyl]benzoyl-hydrazine